NCC=1C=CC=C2C(=NC(=NC12)NC1=CC(=CC(=C1)C)F)N[C@H](C)C=1SC=CC1 (R)-8-(aminomethyl)-N2-(3-fluoro-5-methylphenyl)-N4-(1-(thiophen-2-yl)ethyl)quinazoline-2,4-diamine